6-{3-aminobicyclo[1.1.1]pentan-1-yl}-4-hydroxy-8-methyl-7H,8H-pyrido[2,3-d]pyrimidin-7-one hydrochloride Cl.NC12CC(C1)(C2)C2=CC1=C(N=CN=C1O)N(C2=O)C